FC1=CC=C(C=C1)N1CCN(CC1)CC[C@@H]1NC(C2(C1)CCN(CC2)C(=O)OC)=O methyl (R)-3-(2-(4-(4-fluorophenyl)piperazin-1-yl)ethyl)-1-oxo-2,8-diazaspiro[4.5]decane-8-carboxylate